N-(Mesitylsulfonyl)-2-(4-(pyridin-2-yl)piperazin-1-yl)acetamide C1(=C(C(=CC(=C1)C)C)S(=O)(=O)NC(CN1CCN(CC1)C1=NC=CC=C1)=O)C